3-{4-[(1S,4S,5R)-5-{[1-cyclopropyl-4-(2,6-dichlorophenyl)-1H-pyrazol-5-yl]methoxy}-2-azabicyclo[2.2.1]heptan-2-yl]phenyl}propanoic acid C1(CC1)N1N=CC(=C1CO[C@H]1[C@@H]2CN([C@H](C1)C2)C2=CC=C(C=C2)CCC(=O)O)C2=C(C=CC=C2Cl)Cl